4-(3'-chloro-[1,1'-biphenyl]-3-yl-2,2',4,4',5,5',6,6'-d8)-6-(phenyl-d5)dibenzo[b,d]furan-1,2,3,7,8,9-d6 ClC1=C(C(=C(C(=C1[2H])[2H])[2H])C=1C(=C(C(=C(C1[2H])[2H])[2H])C1=C(C(=C(C2=C1OC1=C2C(=C(C(=C1C1=C(C(=C(C(=C1[2H])[2H])[2H])[2H])[2H])[2H])[2H])[2H])[2H])[2H])[2H])[2H])[2H]